C1(=NC=CC2=CC=CC=C12)CC(C)N (isoquinolin-1-yl)propan-2-amine